CC(C)(C)S(=O)/N=C/C1=NN(C=C1)C 2-methyl-N-[(1E)-(1-methylpyrazol-3-yl)methylidene]propane-2-sulfinamide